4-[[3-[4-(cyanomethoxy)-2,3-difluoro-phenyl]imidazo[1,2-a]pyrazin-8-yl]amino]-2-ethyl-benzamide formate C(=O)O.C(#N)COC1=C(C(=C(C=C1)C1=CN=C2N1C=CN=C2NC2=CC(=C(C(=O)N)C=C2)CC)F)F